ClC=1C(=C(C=CC1)S(=O)(=O)NC1=CC=C(C=C1)NC1=CC(OC2=C1C=C(C=C2)[N+](=O)[O-])=O)F 3-chloro-2-fluoro-N-(4-((6-nitro-2-oxo-2H-benzopyran-4-yl)amino)phenyl)benzenesulfonamide